FC(C(=O)O)(F)F.N1N=C(N=C1N)N 1H-1,2,4-triazole-3,5-diamine trifluoroacetate